(1S,4s)-4-(2-(((R)-2-(5-fluoropyridin-3-yl)-2-hydroxyethyl)amino)-2-methylpropyl)cyclohexane-1-carboxylic acid methyl ester COC(=O)C1CCC(CC1)CC(C)(C)NC[C@H](O)C=1C=NC=C(C1)F